OC1OC(C2=C(C(=C(C(=C12)C)C)O)O)=O 3,6,7-trihydroxy-5-methyl-4-methylisobenzofuran-1(3H)-one